propan-1,3-dicarbonylchloride C(CCC(=O)Cl)C(=O)Cl